[Pd](Cl)Cl.C1(=CC=CC=C1)P(C1=CC=CC=C1)C1=CC=CC=C1.C1(=CC=CC=C1)P(C1=CC=CC=C1)C1=CC=CC=C1 Trans-bis(triphenylphosphine) palladium (II) dichloride